1-4-hydroxy-3-methylbut-2-enyl diphosphate O(P([O-])(=O)OP(=O)([O-])[O-])CC=C(CO)C